[3-fluoro-4-[(3-fluoro-6,7-dimethoxy-1,5-naphthyridin-4-yl)oxy]phenyl]-2-oxo-6-(trifluoromethyl)pyridine-3-carboxamide FC=1C=C(C=CC1OC1=C(C=NC2=CC(=C(N=C12)OC)OC)F)C1=C(C(NC(=C1)C(F)(F)F)=O)C(=O)N